C(C)OC1=CN=CC(=N1)C=1C=CC(=NC1)C(=O)N1[C@@H](CCC1)C1=NC(=NC=C1)C1(CC1)S(=O)(=O)N [4-[(2S)-1-[5-(6-ethoxypyrazin-2-yl)pyridine-2-carbonyl]pyrrolidin-2-yl]pyrimidin-2-yl]cyclopropanesulfonamide